4-(3-(3,5-dichlorophenyl)-4,4,4-trifluoro-3-hydroxybutyl)-benzoic acid ClC=1C=C(C=C(C1)Cl)C(CCC1=CC=C(C(=O)O)C=C1)(C(F)(F)F)O